NC1=NC=CC(=C1F)OC=1C(=C(C=NC1)NC1=C(C=C(C=C1)Cl)F)C 5-[(2-amino-3-fluoropyridin-4-yl)oxy]-N-(4-chloro-2-fluorophenyl)-4-methylpyridin-3-amine